FC(C(=O)O)(F)F.ClC=1C=C(C=CC1)C1=CNC2=NC=C(C=C21)C2=CC=C(C=C2)CN2CCNCC2 3-(3-chlorophenyl)-5-[4-(piperazin-1-ylmethyl)phenyl]-1H-pyrrolo[2,3-b]pyridine trifluoroacetic acid salt